2-((5-(5-chloro-6-(2-chloroethoxy)-7-cyano-1,2,3,4-tetrahydronaphthalen-1-yl)pyrimidin-2-yl)amino)ethoxyethyl 4-methylbenzenesulfonate CC1=CC=C(C=C1)S(=O)(=O)OCCOCCNC1=NC=C(C=N1)C1CCCC2=C(C(=C(C=C12)C#N)OCCCl)Cl